C(C(=O)[O-])(=O)[O-].[Zn+2] zinc oxalate salt